OCC1CCN(CC1)C(=O)[C@H](CC(C)C)N1C([C@@H](NCC1)CC(C)C)=O (S)-1-[(S)-1-{[4-(Hydroxymethyl)-1-piperidyl]carbonyl}-3-methylbutyl]-3-isobutyl-2-piperazinone